C(#N)C1=C(N=C(S1)N(C1=C(N=C2N1C=C(C=C2)C=2N=CC(=NC2)C(C(=O)[O-])(C)C)CC)C)C2=CC=C(C=C2)F 2-(5-(3-((5-cyano-4-(4-fluorophenyl) thiazol-2-yl) (methyl) amino)-2-ethylimidazo[1,2-a]pyridin-6-yl) pyrazin-2-yl)-2-methylpropionate